C(C)(C)(C)C1N(CC[C@@H]([C@H]1C)N)C(=O)O.C(=C)C1=CC=C(CN2C(=O)NC(=O)C(C)=C2)C=C1 1-(4-vinyl-benzyl)thymine tert-butyl-(3R,4S)-4-amino-3-methyl-piperidine-1-carboxylate